5-bromo-4-(2-ethylhexyloxy)-thiophene-3-aldehyde BrC1=C(C(=CS1)C=O)OCC(CCCC)CC